F[Si](CCCC#N)(F)F 4-[trifluorosilyl]butanenitrile